trimethyl-(4-methyl-4-penten-1-yl)-silane C[Si](CCCC(=C)C)(C)C